C[C@]12CCC/C(=C\\C=C/3\\C[C@H](CCC3=C)O)/[C@@H]1CC[C@@H]2[C@](C)(CCCC(C)(C)O)O The molecule is a hydroxycalciol that consists of vitamin D3 (calciol) carrying additional hydroxy groups at positions 20 (with S-configuration) and 25. It has a role as a human metabolite. It is a hydroxycalciol, a triol and a member of D3 vitamins.